BrC=1C=C(OC[C@H](CCC(N)=O)NC(OC(C)(C)C)=O)C=C(C1)Cl tert-butyl N-[(2S)-1-(3-bromo-5-chlorophenoxy)-4-carbamoylbutan-2-yl]carbamate